pyrazolo[1,5-a]pyridine-3-carbaldehyde oxime N1=CC(=C2N1C=CC=C2)C=NO